C(CCC)OC1=C(C=CC(=C1)OCCCC)B(O)O 2,4-dibutoxyphenyl-boronic acid